CC1=NC(=NC=C1)[C@@H]1[C@H](C1)C1=NC2=CC(=NC=C2C=C1)N |o1:7,8| ((1S*,2S*)-2-(4-methyl-pyrimidin-2-yl)cyclopropyl)-1,6-naphthyridin-7-amine